3-(3-(2-fluoro-4,5-dimethoxyphenyl)-1-hydroxypropyl)phenol FC1=C(C=C(C(=C1)OC)OC)CCC(O)C=1C=C(C=CC1)O